C(C)(=O)N1C[C@@H](OCC1)CN1C(=NC2=C1C(=CC(=C2)Cl)F)C2=C(C=C(C=C2F)N2C(CCC2)=O)F (S)-1-(4-(1-((4-acetylmorpholin-2-yl)methyl)-5-chloro-7-fluoro-1H-benzo[d]imidazol-2-yl)-3,5-difluorophenyl)pyrrolidin-2-one